N-(2-methanesulfonyl-5-nitrophenyl)-8-(1-methylindol-6-yl)quinoxalin-6-amine CS(=O)(=O)C1=C(C=C(C=C1)[N+](=O)[O-])NC=1C=C2N=CC=NC2=C(C1)C1=CC=C2C=CN(C2=C1)C